2-chloro-5-fluoro-3-nitro-6-(pyrazol-1-yl)pyridine ClC1=NC(=C(C=C1[N+](=O)[O-])F)N1N=CC=C1